N-((5-(tert-butyl)-2-methoxyphenyl)sulfonyl)-1-(3-(methoxymeth-yl)pyridin-2-yl)-1H-indole-5-carboxamide C(C)(C)(C)C=1C=CC(=C(C1)S(=O)(=O)NC(=O)C=1C=C2C=CN(C2=CC1)C1=NC=CC=C1COC)OC